FC1=C(C=CC=C1)CCO 2-(2-fluoro-phenyl)-ethanol